4,4''-bis{(biphenyl-4-yl)-phenylamino}-3-phenyl-1,1':3',1''-terphenyl C1(=CC=C(C=C1)N(C1=C(C=C(C=C1)C1=CC(=CC=C1)C1=CC=C(C=C1)N(C1=CC=CC=C1)C1=CC=C(C=C1)C1=CC=CC=C1)C1=CC=CC=C1)C1=CC=CC=C1)C1=CC=CC=C1